[C@H]12CNC[C@H](CC1)N2C2=NC(=NC=1CC3(CCC21)CC2=CC=CC1=CC=CC3=C21)OC[C@H]2N(CCC2)C(C)C 4'-((1R,5S)-3,8-diazabicyclo[3.2.1]octan-8-yl)-2'-(((S)-1-isopropylpyrrolidin-2-yl)methoxy)-5',8'-dihydro-2H,6'H-spiro[acenaphthylene-1,7'-quinazoline]